N,N-Dimethyloctylamine CN(C)CCCCCCCC